BrCCCCCCO[Si](OC(OCCCCCCCCCC)C)(C)C 1-bromo-8,8,10-trimethyl-7,9,11-trioxa-8-silaheneicosane